FC1=CC=CC=2OC3=C([C@@H](CC21)CN)C=CC=C3 |o1:9| (R*)-(1-fluoro-10,11-dihydrodibenzo[b,f]oxepin-10-yl)methanamine